ClC1=NN2C(N=CC3=C2C(CN3C(=O)OC(C)(C)C)(C(F)(F)F)OC)=C1 tert-butyl 2-chloro-8-methoxy-8-(trifluoromethyl)-7,8-dihydro-6H-pyrazolo[1,5-a]pyrrolo[2,3-e]pyrimidine-6-carboxylate